NC=1C(N(C=CC1)CC1=NC2=C(N1)C=CC=C2C(C(C)C)F)=O 3-amino-1-((4-(1-fluoro-2-methylpropyl)-1H-benzo[d]imidazol-2-yl)methyl)pyridin-2(1H)-one